FC1(C(NC2=NC=CC(=C21)I)=O)F 3,3-Difluoro-4-iodo-1,3-dihydro-2H-pyrrolo[2,3-b]pyridin-2-one